3-bromo-6-[(6-bromo-3-morpholinosulfonyl-4-quinolinyl)amino]-2-hydroxy-benzoic acid BrC=1C(=C(C(=O)O)C(=CC1)NC1=C(C=NC2=CC=C(C=C12)Br)S(=O)(=O)N1CCOCC1)O